FC1CC(C1)N1N=C(C(=C1)C=1C2=C(N=CN1)OC(=C2)C=2C(=NC=CC2)O)C2=CC=C(C=C2)F (4-{1-[(1s,3s)-3-fluorocyclobutyl]-3-(4-fluorophenyl)-1H-pyrazol-4-yl}furo[2,3-d]pyrimidin-6-yl)pyridin-2-ol